C(C1=CC=CC=C1)N(C([C@@H](C)Cl)=O)C1C(OCC1)=O (R)-N-benzyl-2-chloro-N-(2-oxotetrahydrofuran-3-yl)-propionamide